1,7-dimethyl-8-(methylsulfanyl)-3-propyl-1H-purine-2,6(3H,7H)-dione CN1C(N(C=2N=C(N(C2C1=O)C)SC)CCC)=O